NC1=NN(C2=NC3=CC(=CC=C3C=C21)OC)C(=O)C2=CC(=CC=C2)N(C)C (3-Amino-7-methoxypyrazolo[3,4-b]quinolin-1-yl)-[3-(dimethylamino)phenyl]methanone